di-tertbutyl (S)-5-(2-(4-(2-acetyl-5-chlorophenyl)-3-methoxy-6-oxopyridazin-1(6H)-yl)-3-phenylpropanamido)-1H-indol-1,2-diformate C(C)(=O)C1=C(C=C(C=C1)Cl)C=1C(=NN(C(C1)=O)[C@H](C(=O)NC=1C=C2C=C(N(C2=CC1)C(=O)OC(C)(C)C)C(=O)OC(C)(C)C)CC1=CC=CC=C1)OC